FC(C1=CC=C(C=C1)C(CCCC)=NO)(F)F 1-(4-(trifluoromethyl)phenyl)-1-pentanone oxime